FC(C=1C(=C(C=CC1)CCF)F)F 1-(3-(difluoromethyl)-2-fluorophenyl)-2-fluoroethane